(3S)-1-[3-(5-Spiro[3.3]heptan-2-ylpyrazin-2-yl)azetidine-1-carbonyl]pyrrolidine-3-carboxamide C1C(CC12CCC2)C=2N=CC(=NC2)C2CN(C2)C(=O)N2C[C@H](CC2)C(=O)N